NC=1C=2N(C=CN1)C(=NC2C2=CC=C(C(=O)NC1=NC=CC=C1)C=C2)[C@H]2N(CCC2)C(C#CC)=O 4-{8-amino-3-[(2S)-1-(but-2-ynoyl)pyrrolidin-2-yl]imidazo[1,5-a]pyrazin-1-yl}-N-(pyridin-2-yl)benzamide